1-(4-bromophenyl)imidazolidin-2-one BrC1=CC=C(C=C1)N1C(NCC1)=O